2-(4-fluoro-1H-indol-1-yl)aniline FC1=C2C=CN(C2=CC=C1)C1=C(N)C=CC=C1